S(=O)(OCCF)OC(F)F (2-fluoroethyl) (difluoromethyl) sulfite